C(C)OC(=O)C12CC(C1)(C2)COS(=O)(=O)C 3-(((methylsulfonyl)oxy)methyl)bicyclo[1.1.1]Pentane-1-carboxylic acid ethyl ester